(2R,3S) and (2S,3R)-3-(2,5-dimethylphenyl)-4-methylpentan-2-yl (S)-2-methoxy-2-phenylacetate CO[C@H](C(=O)O[C@H](C)[C@@H](C(C)C)C1=C(C=CC(=C1)C)C)C1=CC=CC=C1 |&1:6,8|